4-[3-(3-tert-butylpiperazin-1-yl)-1,2,4-triazin-6-yl]-7-pyrazol-1-yl-1H-indazole C(C)(C)(C)C1CN(CCN1)C=1N=NC(=CN1)C1=C2C=NNC2=C(C=C1)N1N=CC=C1